ClC=1SC(=CN1)COC1=C(OC2=CC(=CC=C2C1=O)OC)C1=CC=C(C=C1)OC 3-((2-chlorothiazol-5-yl)methoxy)-7-methoxy-2-(4-methoxyphenyl)-4H-chromen-4-one